3-(4-bromo-2-fluorophenyl)propionic acid BrC1=CC(=C(C=C1)CCC(=O)O)F